ClC1=CC=C2C(=C(N(C2=C1F)C=1C=NN(C1)CC)C#N)SC1=CC=CC(=N1)C(=O)O 6-((6-chloro-2-cyano-1-(1-ethyl-1H-pyrazol-4-yl)-7-fluoro-1H-indol-3-yl)thio)picolinic acid